FC=1C=C2C(=CNC(C2=CC1F)=O)CCN(C(=O)[C@H]1NCC2=CC=CC=C2C1)C (3S)-N-((1R)-(6,7-difluoro-1-oxo-1,2-dihydroisoquinolin-4-yl)ethyl)-N-methyl-1,2,3,4-tetrahydroisoquinoline-3-carboxamide